N1[C@@H](CCCC1)CO (S)-piperidin-2-ylmethanol